FC1=C(C=C(C=C1)NC1=NC=C(C(=N1)N1C=C(C=C1)C(=O)NC(CO)C1=CC=CC=C1)C)OC 1-(2-((4-fluoro-3-methoxyphenyl)amino)-5-methyl-pyrimidin-4-yl)-N-(2-hydroxy-1-phenylethyl)-1H-pyrrole-3-carboxamide